C1=C(CCC2=CC=CC=C12)C1OCC(O1)=O 2-(3,4-dihydronaphthalen-2-yl)-1,3-dioxolan-4-one